CC=1N=C(C2=C(N1)OC=C2C(=O)NC2(CC2)C2=NC=CN=C2)NC2(CC2)C methyl-4-[(1-methylcyclopropyl)amino]-N-[1-(pyrazin-2-yl)cyclopropyl]furo[2,3-d]pyrimidine-5-carboxamide